4-(1-(Imidazo[1,5-a]pyridin-3-yl)propan-2-yl)morpholine C=1N=C(N2C1C=CC=C2)CC(C)N2CCOCC2